N1C=CC2=CC(=CC=C12)NC(C(C=O)NC(=O)N1CCCC1)C1=CC=CC=C1 N(1)-(((1H-indol-5-yl)amino)-1-oxo-3-phenylpropan-2-yl)pyrrolidine-1-carboxamide